C(C)(C)NC(O[C@H]1C[C@H](CC1)C1=CC(=NN1)NC(=O)[C@@H]1[C@H](C1)C1=C(C(=CC=C1)O)C=O)=O (1R,3S)-3-(3-((1S,2S)-2-(2-formyl-3-hydroxyphenyl)cyclopropane-1-carboxamido)-1H-pyrazol-5-yl)cyclopentyl isopropylcarbamate